N-(5-chlorosalicyl)-8-aminocaprylic acid ClC1=CC=C(C(CNCCCCCCCC(=O)O)=C1)O